N-(4-(tert-butyl)phenyl)-2-(5-cyano-1-ethyl-1H-indol-3-yl)-2-oxoacetamide C(C)(C)(C)C1=CC=C(C=C1)NC(C(=O)C1=CN(C2=CC=C(C=C12)C#N)CC)=O